C(C)OC(CC1CC=C(CC1)C=1N=CSC1C)=O.C(C)C=1C=C(C=CC2=CC=C(C=C2)C=CC2=CC(=CC=C2)CC)C=CC1 1,4-bis(3-ethylstyryl)benzene ethyl-2-(4-(5-methylthiazol-4-yl)cyclohex-3-en-1-yl)acetate